[N+](=O)([O-])C1=CC=C(OCC=2OC3=C(N2)C=CC=C3)C=C1 2-((4-nitrophenoxy)methyl)benzo[d]oxazole